2-bromo-5-chloro-3,4-dimethoxybenzaldehyde BrC1=C(C=O)C=C(C(=C1OC)OC)Cl